CN1N=CC=C1C1=CC=CC(=N1)O 6-(1-methyl-1H-pyrazol-5-yl)pyridin-2-ol